OC1=C(C=C(C=C1C)/C=C/C(=O)C=1OC2=C(C1C)C=CC(=C2)SCC(C)C)C (E)-3-(4-hydroxy-3,5-dimethylphenyl)-1-(6-(isobutylthio)-3-methylbenzofuran-2-yl)prop-2-en-1-one